(S)-N-(7-(3,3-dimethylbut-1-yn-1-yl)-5-methyl-4-oxo-2,3,4,5-tetrahydrobenzo[b][1,4]oxazepin-3-yl)-5-(2-fluorobenzyl)-1H-1,2,4-triazole-3-carboxamide CC(C#CC1=CC2=C(OC[C@@H](C(N2C)=O)NC(=O)C2=NNC(=N2)CC2=C(C=CC=C2)F)C=C1)(C)C